n-dodecyltriethoxysilane CCCCCCCCCCCC[Si](OCC)(OCC)OCC